C1(=CC=CC=C1)N1N=C(CC=C1)C(=O)N 1-phenyl-1,4-dihydropyridazine-3-carboxamide